FC1(CC(CCC1)[C@@H](C(C=S(=O)(C)C)=O)NC(OCC1=CC=CC=C1)=O)F benzyl ((1S)-1-(3,3-difluorocyclohexyl)-3-(dimethyl(oxo)-λ6-sulfaneylidene)-2-oxopropyl)carbamate